FC1=C(C=C(C=C1)N[C@H]1C(NC(CC1)=O)=O)N1CCN(CC1)CC1CCNCC1 |r| (±)-3-((4-fluoro-3-(4-(piperidin-4-ylmethyl)piperazin-1-yl)phenyl)amino)piperidine-2,6-dione